2-(1-acrylamido-3-azetidinyl)-7-(3,5-dimethoxyphenylethynyl)-5H-pyrrolo[2,3-b]pyrazine C(C=C)(=O)NN1CC(C1)C=1N=C2C(=NC1)NC=C2C#CC2=CC(=CC(=C2)OC)OC